7-Chloro-4,6-difluoro-1H-indazole ClC=1C(=CC(=C2C=NNC12)F)F